FC=1C=C(C=CC1N)C1(C2=CC=CC=C2C=2C=CC=CC12)C1=CC(=C(C=C1)N)F 9,9-bis[3-fluoro-4-aminophenyl]fluorene